FC1=C(C=CC(=C1)F)C(CC(=O)NC1(CC1)C1=C(C=CC(=C1)OCC(F)(F)F)F)(C)O 3-(2,4-difluorophenyl)-N-(1-(2-fluoro-5-(2,2,2-trifluoroethoxy)phenyl)cyclopropyl)-3-hydroxybutanamide